2-(7-((3-((2,6-dioxopiperidin-3-yl)amino)benzyl)amino)-1-oxoisoindolin-2-yl)-2-(5-fluoro-2-hydroxyphenyl)-N-(thiazol-2-yl)acetamide O=C1NC(CCC1NC=1C=C(CNC=2C=CC=C3CN(C(C23)=O)C(C(=O)NC=2SC=CN2)C2=C(C=CC(=C2)F)O)C=CC1)=O